O=C1NC(CCC1N1C(C2=CC=C(C=C2C1)CNC(=O)C1COC2=CC=C(C=C2C1)OC(F)(F)F)=O)=O N-((2-(2,6-dioxopiperidin-3-yl)-1-oxoisoindolin-5-yl)methyl)-6-(trifluoromethoxy)chroman-3-carboxamide